(E)-4-methyl-3-(3-oxobut-1-en-1-yl)benzoic acid ethyl ester C(C)OC(C1=CC(=C(C=C1)C)\C=C\C(C)=O)=O